ClC=1N=C(C2=C(N1)NC=C2C2=NN(C=C2Cl)C)N 2-chloro-5-(4-chloro-1-methyl-1H-pyrazol-3-yl)-7H-pyrrolo[2,3-d]pyrimidin-4-amine